(1S,4R,12aR)-N-(2,4-difluorobenzyl)-7-hydroxy-6,8-dioxo-1,2,3,4,6,8,12,12a-octahydro-1,4-methanodipyrido[1,2-a:1',2'-d]pyrazine-9-carboxamide FC1=C(CNC(=O)C=2C(C(=C3N(C[C@@H]4N(C3=O)[C@@H]3CC[C@H]4C3)C2)O)=O)C=CC(=C1)F